BrC1=C(SC=2N=CN=C(C21)O[C@@H](C(=O)OCC)CC2=C(C=CC=C2)OCC2=NC(=NC=C2)Cl)C2=CC=C(C=C2)F ethyl (2R)-2-[5-bromo-6-(4-fluorophenyl)thieno[2,3-d]pyrimidin-4-yl]oxy-3-[2-[(2-chloropyrimidin-4-yl)methoxy]phenyl]propanoate